Methyl 2-((2-(((tert-butoxycarbonyl)(2-(6-methoxy-3-nitropyridin-2-yl)ethyl)-amino)methyl)-4-chlorophenyl)amino)-4,5-difluorobenzoate C(C)(C)(C)OC(=O)N(CCC1=NC(=CC=C1[N+](=O)[O-])OC)CC1=C(C=CC(=C1)Cl)NC1=C(C(=O)OC)C=C(C(=C1)F)F